N1CC(CCC1)CNC(OC(C)(C)C)=O tert-Butyl piperidin-3-ylmethylcarbamate